aminosulfonate nickel [Ni+2].NS(=O)(=O)[O-].NS(=O)(=O)[O-]